[3-(dimethylamino) propyl]-2-methyl-9-{6-[(2-octyl-1-oxodecyl) oxy] hexyl}-7-oxo-2,6-diaza-8-oxapentadecan-15-yl 2-octyldecanoate C(CCCCCCC)C(C(=O)OC(CCCCCC(OC(NCCCN(C)C)=O)CCCCCCOC(C(CCCCCCCC)CCCCCCCC)=O)CCCN(C)C)CCCCCCCC